NC(C[C@H](C(=O)N[C@H](C(=O)OC)CC(C)C)NC(=O)OC(C)(C)C)=O methyl (2S)-2-[[(2R)-4-amino-2-(tert-butoxycarbonylamino)-4-oxo-butanoyl]amino]-4-methyl-pentanoate